dicyclohexyl-(3,5-diethoxyphenyl)phosphonium tetraphenylborate C1(=CC=CC=C1)[B-](C1=CC=CC=C1)(C1=CC=CC=C1)C1=CC=CC=C1.C1(CCCCC1)[PH+](C1=CC(=CC(=C1)OCC)OCC)C1CCCCC1